C(C)(C)(C)C1N(CCC(C1)=C(C1=C2C=NN(C2=CC=C1)C1OCCCC1)C#N)C(=O)OCC1=C(C=CC=C1)NC1=NC(=NC=C1Br)Cl (2-((5-bromo-2-chloropyrimidin-4-yl)amino)phenyl)methanol tert-butyl-4-{cyano[1-(tetrahydro-2H-pyran-2-yl)-1H-indazol-4-yl]methylene}piperidine-1-carboxylate